9-(4-nitrophenyl)-3-(4-piperidyl)-3,9-diazaspiro[5.5]undecane [N+](=O)([O-])C1=CC=C(C=C1)N1CCC2(CCN(CC2)C2CCNCC2)CC1